N1CC(OCC1)CNC=1C=C(N=NC1C1=CN=CS1)NC=1N=CC(=NC1)C#N 5-(5-(morpholin-2-ylmethylamino)-6-(thiazol-5-yl)pyridazin-3-ylamino)pyrazine-2-carbonitrile